IC=1C(=NN(C1)C)C 4-iodo-1,3-dimethyl-1H-pyrazol